Ethyl 2-((ethoxycarbonyl)amino)-4-methyl-5-(4-nitrophenyl)thiophene-3-carboxylate C(C)OC(=O)NC=1SC(=C(C1C(=O)OCC)C)C1=CC=C(C=C1)[N+](=O)[O-]